2-(1,1'-biphenyl-4-yl)-4-(4-bromophenyl)-6-phenyl-1,3,5-triazine C1(=CC=C(C=C1)C1=NC(=NC(=N1)C1=CC=C(C=C1)Br)C1=CC=CC=C1)C1=CC=CC=C1